5-((R)-4-fluoro-1-methylisoindoline-2-carbonyl)-1-oxoisoindolin FC1=C2CN([C@@H](C2=CC=C1)C)C(=O)C=1C=C2CNC(C2=CC1)=O